C(#C)C=1CCN(CC1)C=O 4-ethynyl-3,6-dihydropyridine-1(2H)-formaldehyde